N1=CN=C2NC=NC2=C1C=1C(=NC=CC1)NC=1C=CC(=C(C1)NC(C1=CC(=C(C=C1)Cl)C(F)(F)F)=O)F N-(5-(3-(9H-purin-6-yl)pyridin-2-ylamino)-2-fluorophenyl)-4-chloro-3-(trifluoromethyl)benzamide